ClC=1N(N=C2C=CC(=C(C12)Cl)C1=NNC=2N=C(N(C(C21)=O)C)N2[C@H]1[C@@H](C[C@@H]2CC1)NC)C 3-(3,4-Dichloro-2-methyl-2H-indazol-5-yl)-5-methyl-6-((1R,2R,4S)-2-(methylamino)-7-azabicyclo[2.2.1]heptan-7-yl)-1,5-dihydro-4H-pyrazolo[3,4-d]pyrimidin-4-one